2,5-bis(phenylmethylidene)cyclopentanone C1(=CC=CC=C1)C=C1C(C(CC1)=CC1=CC=CC=C1)=O